ClCC(=O)NC1=C(C=CC(=C1)C)COCC(Cl)(Cl)Cl 2-chloro-N-(5-methyl-2-((2,2,2-trichloroethoxy)methyl)phenyl)acetamide